Racemic-7-fluoro-8-(1-prop-2-enoyl-3-piperidinyl)-1,2,3,4-tetrahydrocyclopenta[b]Indole-5-carboxamide FC=1C(=C2C3=C(NC2=C(C1)C(=O)N)CCC3)[C@@H]3CN(CCC3)C(C=C)=O |r|